[5-[4-[4-chloro-3-(cyclopropylcarbamoyl) phenyl] pyrazol-1-yl]-1-methyl-4-(trifluoromethyl) pyrazol-3-yl]1,1,2,2,3,3,4,4,4-nonafluorobutane-1-sulfonate ClC1=C(C=C(C=C1)C=1C=NN(C1)C1=C(C(=NN1C)OS(=O)(=O)C(C(C(C(F)(F)F)(F)F)(F)F)(F)F)C(F)(F)F)C(NC1CC1)=O